[N+](=O)([O-])C=1C=CC=2N(C3=CC=C(C=C3SC2C1)[N+](=O)[O-])C(C)=O 1-(3,7-dinitro-phenothiazin-10-yl)-ethanone